heptyl-1-butanol C(CCCCCC)C(CCC)O